5-bromo-6-fluoro-4-nitro-2,3-dihydro-1H-indene BrC=1C(=C2CCCC2=CC1F)[N+](=O)[O-]